tetrahydro-6-(2-pentenyl)-2H-2-pyrone C(C=CCC)C1CCCC(O1)=O